OCC12NC=NC1=NCNC2=O 5-hydroxymethyl-hypoxanthine